The molecule is a brassinosteroid that is castasterone carrying an alpha-D-glucosyl residue at position O-23. It has a role as a plant metabolite. It is a 2alpha-hydroxy steroid, a 22-hydroxy steroid, a 3alpha-hydroxy steroid, a 6-oxo steroid, a brassinosteroid, a steroid saponin and an alpha-D-glucoside. It derives from a castasterone. C[C@@H]([C@H]1CC[C@@H]2[C@@]1(CC[C@H]3[C@H]2CC(=O)[C@@H]4[C@@]3(C[C@H]([C@H](C4)O)O)C)C)[C@H]([C@@H]([C@@H](C)C(C)C)O[C@@H]5[C@@H]([C@H]([C@@H]([C@H](O5)CO)O)O)O)O